FS(=O)(=O)N(S(=O)(=O)F)CCC[Si](C)(C)C (fluorosulfonyl)(3-(trimethylsilyl)propyl)sulfamoyl fluoride